N1=C(C=CC=C1)CN1N=CC=C1 ([pyridin-2-yl]methyl)-1H-pyrazole